5-((1-(tert-butyl)-3-(3-((5-isopropylpyridin-3-yl)oxy)cyclopentyl)-1H-pyrazol-5-yl)amino)-4-fluoro-2-(4-methoxybenzyl)-2,3-dihydrobenzo[d]isothiazole 1,1-dioxide C(C)(C)(C)N1N=C(C=C1NC=1C=CC2=C(CN(S2(=O)=O)CC2=CC=C(C=C2)OC)C1F)C1CC(CC1)OC=1C=NC=C(C1)C(C)C